CC(CNC[C@H]1[C@H](CCCC1)NC(OC(C)(C)C)=O)C |r| racemic-1,1-dimethylethyl ((1S,2S)-2-{[(2-Methylpropyl)amino]methyl}cyclohexyl)carbamate